tert-Butyl 2-ethyl-4-formylbenzoate C(C)C1=C(C(=O)OC(C)(C)C)C=CC(=C1)C=O